C(#N)C1(CCN(CC1)C(=O)NC=1SC(=C(N1)C1=CC(=CC=C1)C#N)C1=CC(=NC(=C1)C)C)C 4-cyano-N-[4-(3-cyanophenyl)-5-(2,6-dimethyl-4-pyridinyl)thiazol-2-yl]-4-methyl-piperidine-1-carboxamide